NCCN(C)CC1=NN2C(CN(CC2)C(C(C(F)(F)F)(C)C)=O)=C1C1CCC(CC1)(COC)COC 1-(2-(((2-aminoethyl)-(methyl)amino)methyl)-3-(4,4-bis(methoxymethyl)-cyclohexyl)-6,7-dihydro-pyrazolo[1,5-a]pyrazin-5(4H)-yl)-3,3,3-trifluoro-2,2-dimethylpropan-1-one